7-(1-(2-fluoro-6-methylphenyl)piperidin-4-yl)-5-((3-(trifluoromethyl)pyridin-2-yl)methyl)pyrido[3,2-d]pyrimidin-6(5H)-one FC1=C(C(=CC=C1)C)N1CCC(CC1)C1=CC=2N=CN=CC2N(C1=O)CC1=NC=CC=C1C(F)(F)F